FC1=C(C(=O)NC2=CC(=NC=C2)C(=O)OC)C(=CC(=C1)C(F)(F)F)F Methyl 4-[[2,6-difluoro-4-(trifluoromethyl)benzoyl]amino]pyridine-2-carboxylate